NCCCN=S(=O)(C)C1=C(C=C(C=C1)NC(=O)C=1N(C(=CN1)C=1C(=NN(C1)CC(F)F)C(F)(F)F)C)C N-[4-[N-(3-aminopropyl)-S-methyl-sulfonimidoyl]-3-methyl-phenyl]-5-[1-(2,2-difluoroethyl)-3-(trifluoromethyl)pyrazol-4-yl]-1-methyl-imidazole-2-carboxamide